benzyl 3-amino-3-(3-chloro-2-methylphenyl)pyrrolidine-1-carboxylate NC1(CN(CC1)C(=O)OCC1=CC=CC=C1)C1=C(C(=CC=C1)Cl)C